C1CC(=O)NC(=O)[C@@H]1N2C(=O)C3=CC=CC=C3C2=O The molecule is a 2-(2,6-dioxopiperidin-3-yl)-1H-isoindole-1,3(2H)-dione that has R-configuration at the chiral centre. It has a role as a sedative. It is an enantiomer of a (S)-thalidomide.